BrC(F)(F)Br dibromodifluoromethane